methyl 3-(2-ethoxycarbonyl-3-oxo-butyl)-2-fluoro-benzoate C(C)OC(=O)C(CC=1C(=C(C(=O)OC)C=CC1)F)C(C)=O